(2-methyl-6-nitrophenyl)-4,5-dihydroisoxazole CC1=C(C(=CC=C1)[N+](=O)[O-])C1=NOCC1